NC1=NC=C(C2=C1C(=C(S2)C2=C(C=C(C=C2)NC(C(=C)C)=O)C)C2=CC(=C(C=C2)OC2=NC(=CC=C2)C)F)C=2C=NN(C2)C N-(4-(4-amino-3-(3-fluoro-4-((6-methylpyridin-2-yl)oxy)phenyl)-7-(1-methyl-1H-pyrazol-4-yl)thieno[3,2-c]pyridin-2-yl)-3-methylphenyl)methacrylamide